6-({[(2-methoxyethyl)cyclobutyl]amino}methyl)-4-(trifluoromethyl)-2,3-dihydro-1H-isoindol-1-one COCCC1(CCC1)NCC1=CC(=C2CNC(C2=C1)=O)C(F)(F)F